diethyl-zinc phosphate P(=O)(O)(O)O.C(C)[Zn]CC